FC(C(=O)O)(F)F.NCC1C(C1)C1=C(C=C(C=C1)NC1=NC=2N(C(=C1)NC1CC1)N=CC2C#N)CS(=O)C (±)-5-((4-(2-(aminomethyl)cyclopropyl)-3-((methylsulfinyl)methyl)phenyl)amino)-7-(cyclopropylamino)pyrazolo[1,5-a]pyrimidine-3-carbonitrile monotrifluoroacetic acid salt